(-)-4-amino-3,5-dichloro-alpha-[[[6-[2-(2-pyridyl)ethoxy]hexyl]-amino]methyl]benzyl alcohol NC1=C(C=C(C(CNCCCCCCOCCC2=NC=CC=C2)O)C=C1Cl)Cl